C(C)C1=CC=C(C=C1)C=1C=C2C=C(C(OC2=C(C1)[N+](=O)[O-])=O)C1=NN=NN1 6-(4-ethylphenyl)-8-nitro-3-(1H-tetrazol-5-yl)-2H-chromen-2-one